BrC=1C=C(C=C(C1)N1N=C(C=C1C)C)[C@H](CC(=O)OC)CN1CC2(CC1)CN(CC2)CC2=NC=1NCCCC1C=C2 methyl (3S)-3-(3-bromo-5-(3,5-dimethyl-1H-pyrazol-1-yl)phenyl)-4-(7-((5,6,7,8-tetrahydro-1,8-naphthyridin-2-yl)methyl)-2,7-diazaspiro[4.4]nonan-2-yl)butanoate